1-(3-((5-(2-Fluoro-5-((6-fluoro-4-methyl-1H-indol-5-yl)oxy)phenyl)-4H-1,2,4-triazol-3-yl)methyl)phenyl)azetidine-3-carboxylic acid FC1=C(C=C(C=C1)OC=1C(=C2C=CNC2=CC1F)C)C=1NC(=NN1)CC=1C=C(C=CC1)N1CC(C1)C(=O)O